C(C)N(CCCCN(C(CCSSCCCCC)=O)C(CCCCCCCCC(=O)OCC(CCCCCC)CCCCCC)CCCCCCCCC(=O)OCC(CCCCCC)CCCCCC)CC bis(2-hexyloctyl) 10-(N-(4-(diethylamino)butyl)-3-(pentyldisulfaneyl)propanamido)nonadecanedioate